6-amino-7-(4-bromophenyl)-9-[(4R)-3,3-difluoropiperidin-4-yl]purin-8-one hydrochloride Cl.NC1=C2N(C(N(C2=NC=N1)[C@H]1C(CNCC1)(F)F)=O)C1=CC=C(C=C1)Br